C(#N)C1=C(C=CC=C1)C=1C(N(C=C(C1)C1=NC=CC=C1)C1=CC=CC=C1)=O 3-(2-cyanophenyl)-5-(2-pyridyl)-1-phenyl-1,2-Dihydropyridin-2-one